propan-1-ol hippurate salt C(CNC(=O)C1=CC=CC=C1)(=O)O.C(CC)O